BrC1=CC=CC=2NC(=NC21)CNC2=NN(C1=NC(=CN=C12)C1CC1)C1CCN(CC1)C N-[(4-bromo-1H-benzimidazol-2-yl)methyl]-6-cyclopropyl-1-(1-methylpiperidin-4-yl)-1H-pyrazolo[3,4-b]pyrazin-3-amine